(E)-1-(3-(pyridin-3-yl)acryloyl)-1,5,6,7-tetrahydro-2H-azepin-2-one N1=CC(=CC=C1)C=CC(=O)N1C(\C=C\CCC1)=O